O=C1C2CN(C(C1)CC2)C(=O)N2CC1=C(C=C(C=C1CC2)B2OC(C(O2)(C)C)(C)C)[C@H]2NCCOC2 (3R)-3-(2-(2-oxo-5-azabicyclo[2.2.2]octane-5-carbonyl)-6-(4,4,5,5-Tetramethyl-1,3,2-dioxaborolan-2-yl)-1,2,3,4-tetrahydroisoquinolin-8-yl)morpholine